COC1=C(C=CC(=N1)C1=CC=C(N=N1)N(C1CC(NC(C1)(C)C)(C)C)C)C=1C=NN(C1)C 6-[6-methoxy-5-(1-methylpyrazol-4-yl)pyridin-2-yl]-N-methyl-N-(2,2,6,6-tetramethylpiperidin-4-yl)pyridazin-3-amine